dicyclopentanyl-ascorbate C1(CCCC1)C([C@@H]([C@@H]1C(=C(C(=O)O1)O)[O-])O)(O)C1CCCC1